1-cyano-N-(4-(3-cyanophenyl)pyridin-2-yl)-3-fluoropiperidine-3-carboxamide C(#N)N1CC(CCC1)(C(=O)NC1=NC=CC(=C1)C1=CC(=CC=C1)C#N)F